[3-ethyl-7-methoxy-6-(1H-1,2,3,4-tetrazol-5-yl)imidazo[1,2-a]pyridin-2-yl](phenyl)(1,3-thiazol-2-yl)methanol C(C)C1=C(N=C2N1C=C(C(=C2)OC)C2=NN=NN2)C(O)(C=2SC=CN2)C2=CC=CC=C2